7-methyl-3,7,8,9-tetrahydro-6H-imidazo[4,5-f]quinoline-6-carboxylate CC1N(C2=CC=C3C(=C2CC1)N=CN3)C(=O)[O-]